NC1=NC=NC=2N(C3=CC(=C(C=C3C21)F)OC)CC(=O)N2[C@@H]1C[C@@]1(C[C@H]2C(=O)NC2=NC(=CC=C2)Br)C (1R,3S,5R)-2-(2-(4-amino-6-fluoro-7-methoxy-9H-pyrimido[4,5-b]indol-9-yl)acetyl)-N-(6-bromopyridin-2-yl)-5-methyl-2-azabicyclo[3.1.0]hexane-3-carboxamide